2-(2H-benzotriazol-2-yl)-6-undecyl-4-pentylphenol N=1N(N=C2C1C=CC=C2)C2=C(C(=CC(=C2)CCCCC)CCCCCCCCCCC)O